1-[7-[4-[4-[4-[3-amino-6-(2-hydroxyphenyl)pyridazin-4-yl]pyrazol-1-yl]-1-piperidyl]cyclohexyl]-1-methyl-indazol-3-yl]hexahydropyrimidine-2,4-dione NC=1N=NC(=CC1C=1C=NN(C1)C1CCN(CC1)C1CCC(CC1)C=1C=CC=C2C(=NN(C12)C)N1C(NC(CC1)=O)=O)C1=C(C=CC=C1)O